BrC=1C=NC=CC1C(N[C@@H](CCl)CC1=CC=C(C=C1)C)=NO |r| 3-bromo-N-[(2RS)-1-chloro-3-(4-methylphenyl)propan-2-yl]-N'-hydroxypyridine-4-carboximidamide